N-[(6-Amino-2-pyridyl)sulfonyl]-2-(2,2-dimethyl-3-oxo-pyrrolidin-1-yl)-6-(3-fluoro-5-isobutoxyphenyl)pyridin-3-carboxamid NC1=CC=CC(=N1)S(=O)(=O)NC(=O)C=1C(=NC(=CC1)C1=CC(=CC(=C1)OCC(C)C)F)N1C(C(CC1)=O)(C)C